1,1,1-trifluoro-N-((3R,4S)-3-((((1s,4R)-4-(1-methyl-1H-indazol-5-yl)cyclohexyl)oxy)methyl)-1-(pyridazin-3-yl)piperidin-4-yl)methanesulfonamide FC(S(=O)(=O)N[C@@H]1[C@@H](CN(CC1)C=1N=NC=CC1)COC1CCC(CC1)C=1C=C2C=NN(C2=CC1)C)(F)F